Tert-Butyl 4-((3-nitropyridin-2-yl)amino)piperidine-1-carboxylate [N+](=O)([O-])C=1C(=NC=CC1)NC1CCN(CC1)C(=O)OC(C)(C)C